ethyl 3-(methoxyamino)-2-methyl-4-methylsulfonyl-benzoate CONC=1C(=C(C(=O)OCC)C=CC1S(=O)(=O)C)C